N-(cyanomethyl)-5-(5-(3,5-dichlorophenyl)-5-(trifluoromethyl)-4,5-dihydroisoxazol-3-yl)-3-methyl-5,6-dihydro-4H-thieno[2,3-c]pyrrole-2-carboxamide C(#N)CNC(=O)C1=C(C2=C(CN(C2)C2=NOC(C2)(C(F)(F)F)C2=CC(=CC(=C2)Cl)Cl)S1)C